3-((1-(3,4-dichlorophenyl)-3-azabicyclo[3.1.0]hex-3-yl)carbonyl)-1,5,7-trimethyl-1,5-dihydro-4H-pyrrolo[3,2-c]pyridin-4-one ClC=1C=C(C=CC1Cl)C12CN(CC2C1)C(=O)C1=CN(C2=C1C(N(C=C2C)C)=O)C